ClC1=NC=CC(=N1)C1=C(N=C(S1)CCC1CCN(CC1)C(=O)OC(C)(C)C)C1=C(C(=CC=C1)NS(=O)(=O)CCC)F tert-butyl 4-{2-[5-(2-chloropyrimidin-4-yl)-4-[2-fluoro-3-(propane-1-sulfonamido)phenyl]-1,3-thiazol-2-yl]ethyl}piperidine-1-carboxylate